(E)-N-Cyclopropyl-3-(3-(dimethylamino)-3-oxoprop-1-en-1-yl)-7-hydroxy-4-isobutyl-5-oxo-4,5-dihydropyrazolo[1,5-a]pyrimidine-6-carboxamide C1(CC1)NC(=O)C=1C(N(C=2N(C1O)N=CC2\C=C\C(=O)N(C)C)CC(C)C)=O